N-(2-(dimethylamino)ethyl)-6-[18F]fluoropicolinamide CN(CCNC(C1=NC(=CC=C1)[18F])=O)C